C(C)(C)(C)OC(=O)NC(C(=O)O)[C@H]1CCCC2=CC(=CC=C12)F 2-(tert-butoxycarbonylamino)-2-[(1S)-6-fluorotetralin-1-yl]acetic acid